C1[C@@H]2[C@H]([C@H]([C@@H](O2)N3C=C(C4=C(N=CN=C43)N)Br)O)OP(=S)(O1)O The molecule is a nucleoside 3',5'-cyclic phosphorothioate having 7-bromo-7-deazaadenine as the nucleobase (the Sp-stereoisomer). It is a N-glycosylpyrrolopyrimidine, a nucleoside 3',5'-cyclic phosphorothioate and an organobromine compound. It derives from a tubercidin.